4-(4-bromo-2H-1,2,3-triazol-2-yl)-2-(4,4-difluoropiperidin-1-yl)-6-methylpyrimidine BrC1=NN(N=C1)C1=NC(=NC(=C1)C)N1CCC(CC1)(F)F